2-(6-bromo-1-thionyl-spiro[3H-isoquinoline-4,1'-cyclopropane]-2-yl)-N-(5-fluoropyrimidin-2-yl)acetamide BrC=1C=C2C(=CC1)C(N(CC21CC1)CC(=O)NC1=NC=C(C=N1)F)=S=O